7-(2,3-dihydro-1H-inden-1-yl)-1-methyl-4H,6H-benzo[e][1,2,4]triazolo[3,4-c][1,4]oxazepine C1(CCC2=CC=CC=C12)C1=CC=CC=2N3C(COCC21)=NN=C3C